3-(5'-bromo-2'-oxospiro[cyclopropane-1,3'-indoline]-1'-yl)-1-(4-methoxybenzyl)piperidine-2,6-dione BrC=1C=C2C3(C(N(C2=CC1)C1C(N(C(CC1)=O)CC1=CC=C(C=C1)OC)=O)=O)CC3